C(C)(=O)N[C@@H]1C(O)O[C@@H]([C@H]([C@@H]1O)O)CO c-N-Acetyl-D-mannosamine